1-(4-(tert-butyl)phenyl)piperidine-4-carboxylic acid C(C)(C)(C)C1=CC=C(C=C1)N1CCC(CC1)C(=O)O